tert-butyl 4-(5-amino-6-carbamoyl-3-methoxy-2-pyridyl)piperazine-1-carboxylate NC=1C=C(C(=NC1C(N)=O)N1CCN(CC1)C(=O)OC(C)(C)C)OC